(cis)-3-methoxycyclopentylamine hydrochloride Cl.CO[C@H]1C[C@H](CC1)N